CC1OCC(C1)(C1=CC=CC=C1)C 2,4-dimethyl-4-phenyl-tetrahydrofuran